(4-fluoro-3-(trifluoromethyl)phenyl)methanamine FC1=C(C=C(C=C1)CN)C(F)(F)F